5-BORONO-4-CHLORO-2-FLUOROBENZOIC ACID B(O)(O)C=1C(=CC(=C(C(=O)O)C1)F)Cl